C(C)(C)(C)OC(=O)N1CCC2(CC1)CCN(CC2)C(C2=CC(=C(C=C2)Cl)N2C(NC(CC2)=O)=O)=O 9-(4-chloro-3-(2,4-dioxotetrahydropyrimidin-1(2H)-yl)benzoyl)-3,9-diazaspiro[5.5]undecane-3-carboxylic acid tert-butyl ester